BrC1=CC=C(C[C@@]2(NCCC2)C(=O)O)C=C1 α-(4-bromobenzyl)proline